3-(4'-methoxy-3'-methyl-[1,1'-biphenyl]-4-yl)hex-4-ynoic acid COC1=C(C=C(C=C1)C1=CC=C(C=C1)C(CC(=O)O)C#CC)C